1-hexadecyl-2-tridecanoyl-glycero-3-phosphoserine C(CCCCCCCCCCCCCCC)OCC(OC(CCCCCCCCCCCC)=O)COP(=O)(O)OC[C@H](N)C(=O)O